1-((1S,2R,3R,4R,5S)-4-acetamido-2,3-dihydroxy-6,8-dioxabicyclo[3.2.1]octan-1-yl)-2,5,8,11-tetraoxatetradecan-14-oic acid C(C)(=O)N[C@@H]1[C@H]([C@H]([C@@]2(CO[C@H]1O2)COCCOCCOCCOCCC(=O)O)O)O